zirconium butoxide acetoacetate C(CC(=O)C)(=O)[O-].[O-]CCCC.[Zr+2]